NC1=NC=CC(=C1CN1CC2(C1)CCOCC2)OC2=C(C=C(C=C2)NC(=O)C=2C=NN(C2C(F)(F)F)C2=CC=CC=C2)F N-[4-[[2-amino-3-(7-oxa-2-azaspiro[3.5]nonan-2-ylmethyl)-4-pyridyl]oxy]-3-fluoro-phenyl]-1-Phenyl-5-(trifluoromethyl)pyrazole-4-carboxamide